1-(4-(6-(benzyloxy)-3,4-dihydronaphthalen-1-yl)-3-methylphenyl)-4-(dimethoxymethyl)piperidine C(C1=CC=CC=C1)OC=1C=C2CCC=C(C2=CC1)C1=C(C=C(C=C1)N1CCC(CC1)C(OC)OC)C